(S)-(2-(2-methoxy-7-methylquinoxalin-5-yl)-7,8-dihydrobenzofuro[5,4-d]thiazol-7-yl)methylamine COC1=NC2=CC(=CC(=C2N=C1)C=1SC2=C(N1)C=CC1=C2C[C@H](O1)CN)C